C(C)N1N=CC(=C1)C 1-ethyl-4-methyl-1H-pyrazole